C(C)N(C(\C=C\C1=CC=C(C=C1)C)=O)CCCSC (E)-N-Ethyl-N-(3-methylsulfanylpropyl)-3-(p-tolyl)prop-2-enamid